ClC1=CSC2=NC=CC=C21 3-Chlorothieno[2,3-b]pyridin